C1CCC=2N1C1=C(N2)C=CC=C1 2,3-dihydro-1H-benzo[d]pyrrolo[1,2-a]imidazol